C(C)N(C1=CC(=C(\C=N\NC(=O)C=2OC=CC2)C=C1)OC)CC (E)-N'-(4-(diethylamino)-2-methoxybenzylidene)furan-2-carbohydrazide